COC(=O)[C@@H]1CN(CC1)C=1C=CC=2N(N1)C(=CN2)C2=NC=CC=C2 (S)-1-(3-(pyridin-2-yl)imidazo[1,2-b]pyridazin-6-yl)pyrrolidine-3-carboxylic acid methyl ester